pyrroloindolone C1=CC2=C(C=CN2)C3=NC(=O)C=C31